N1(C=CC=2C1=NC=CC2)CC2=NN1C(C(=NC(=C1C1=NC=NC=C1)C1=C(C#N)C=CC=C1)N)=N2 (2-((1H-pyrrolo[2,3-b]pyridin-1-yl)methyl)-8-amino-5-(pyrimidin-4-yl)-[1,2,4]triazolo[1,5-a]pyrazin-6-yl)benzonitrile